(R)-1-(4-(4-((1-(3-(difluoromethyl)-2-fluorophenyl)ethyl)amino)-7-methoxycinnolin-6-yl)-3,6-dihydropyridin-1(2H)-yl)ethan-1-one FC(C=1C(=C(C=CC1)[C@@H](C)NC1=CN=NC2=CC(=C(C=C12)C=1CCN(CC1)C(C)=O)OC)F)F